methyl 3-[(3-ethylimidazol-4-yl)methyl]-2-[[4-[3-(4-pyridylmethoxy)pyrazol-1-yl]-1-piperidyl]methyl]benzimidazole-5-carboxylate C(C)N1C=NC=C1CN1C(=NC2=C1C=C(C=C2)C(=O)OC)CN2CCC(CC2)N2N=C(C=C2)OCC2=CC=NC=C2